FC1=C(C(=O)O)C=CC=C1C1CN(CC1)C1=CC2=CC=CC=C2C=C1 2-fluoro-3-(1-(naphthalen-2-yl)pyrrolidin-3-yl)benzoic acid